O1C=CC2=C1C=C(C=C2)CN(C(=O)[C@H]2N([C@@H]1CC[C@H]2C1)S(=O)(=O)C1=CC=C(C)C=C1)C1CCC(CC1)(C)C (1R,3S,4S)-2-(Toluene-4-sulfonyl)-2-azabicyclo[2.2.1]heptane-3-carboxylic acid benzofuran-6-ylmethyl-(4,4-dimethyl-cyclohexyl)-amide